CN(C1=C2C=CC=C(C2=CC=C1)S(=O)(=O)O)C 5-(dimethylamino)naphthalene-1-sulfonic acid